6-phenyl-3,4-dihydro-2H-spiro[silabenzo[2,3-c]pyridine-1,1'-silacyclopentane] C1(=CC=CC=C1)C1=CC2=C(C=C1)[Si]1(CCCC1)NCC2